CC1(C2CCC(C1C2)CN2CCC(CC2)N2C(C(C1=CC=CC=C21)CC#N)=O)C 2-(1-(1-((6,6-dimethylbicyclo[3.1.1]heptan-2-yl)methyl)piperidin-4-yl)-2-oxoindolin-3-yl)acetonitrile